C(CCCCCCCCCCCCCCCCC)NC(CCCCCCCCCCCCCCCCC)=O N-Stearyl-stearamide